ClC=1C(=NC=CC1Cl)C1CCN(CC1)CC=1C=C2C(N(C(C2=CC1)=O)N1C(NC(CC1)=O)=O)=O 5-((4-(3,4-dichloropyridin-2-yl)piperidin-1-yl)methyl)-2-(2,4-dioxotetrahydropyrimidin-1(2H)-yl)isoindoline-1,3-dione